5-fluoro-N-isopropyl-N-methyl-2-(3-(4-(methylamino)cyclohexyl)-1H-pyrrolo[2,3-c]pyridin-1-yl)benzamide FC=1C=CC(=C(C(=O)N(C)C(C)C)C1)N1C=C(C=2C1=CN=CC2)C2CCC(CC2)NC